NCC(=O)[O-].NCCC[NH+](C)C aminopropyl-dimethylammonium glycinate